C(CCCCCCC(C)C)C(O)C(O)CO isodecyl-glycerol